2-chloro-N-([4-[2-methyl-5-(trifluoromethyl)-1,2,4-triazol-3-yl]phenyl]methyl)-5-nitropyrimidin-4-amine ClC1=NC=C(C(=N1)NCC1=CC=C(C=C1)C=1N(N=C(N1)C(F)(F)F)C)[N+](=O)[O-]